C=1N=CN2C1C1=CC=CC=C1C2 5H-imidazo[5,1-a]isoindole